2,6-di(9H-carbazol-9-yl)-4-(4,6-diphenylpyrimidin-2-yl)benzonitrile C1=CC=CC=2C3=CC=CC=C3N(C12)C1=C(C#N)C(=CC(=C1)C1=NC(=CC(=N1)C1=CC=CC=C1)C1=CC=CC=C1)N1C2=CC=CC=C2C=2C=CC=CC12